O1CCN(CC1)CC1=CC=C(COC2=C3CN(C(C3=CC=C2)=O)[C@@H]2C(N(C(CC2)=O)C(=O)OC(C)(C)C)=O)C=C1 (S)-tert-butyl 3-(4-((4-(morpholinomethyl) benzyl) oxy)-1-oxo-isoindol-2-yl)-2,6-dioxopiperidine-1-carboxylate